CC1=CC=C(CN2CC3=CC=CC=C3C2)C=C1 2-(4-methylbenzyl)-1H-isoindole